ClC1=C(C=C(CN2[C@@H](C(N(CC2=O)C2=NC=C(C=C2F)Cl)=O)C2COC2)C=C1)F (R)-4-(4-chloro-3-fluoro-benzyl)-1-(5-chloro-3-fluoropyridin-2-yl)-3-(oxetan-3-yl)piperazine-2,5-dione